OC(C)(C)C=1C(=NON1)C(=O)NC1=CC=CC=C1 4-(2-hydroxypropan-2-yl)-N-phenyl-1,2,5-oxadiazole-3-carboxamide